8-(4-(4-((2-(2,6-dioxopiperidin-3-yl)-1-oxoisoindolin-4-yl)methyl)piperazin-1-yl)piperidin-1-yl)-9-ethyl-6,6-dimethyl-11-oxo-6,11-dihydro-5H-benzo[b]carbazole-3-carbonitrile O=C1NC(CCC1N1C(C2=CC=CC(=C2C1)CN1CCN(CC1)C1CCN(CC1)C=1C(=CC2=C(C(C=3NC4=CC(=CC=C4C3C2=O)C#N)(C)C)C1)CC)=O)=O